tert-butyl N-[3-([[4-benzyl-3-methyl-1-(oxan-2-yl)pyrazolo[3,4-b]pyridin-5-yl]oxy]methyl)-2,4-difluorophenyl]-N-(5-fluoro-2-methoxypyridin-3-ylsulfonyl)carbamate C(C1=CC=CC=C1)C1=C2C(=NC=C1OCC=1C(=C(C=CC1F)N(C(OC(C)(C)C)=O)S(=O)(=O)C=1C(=NC=C(C1)F)OC)F)N(N=C2C)C2OCCCC2